(E)-3-(4-amino-6-chloropyridazin-3-yl)acrylic acid ethyl ester C(C)OC(\C=C\C=1N=NC(=CC1N)Cl)=O